tert-butyl 3-(2-amino-5-fluorophenyl)-3-hydroxybutanoate NC1=C(C=C(C=C1)F)C(CC(=O)OC(C)(C)C)(C)O